2-benzylidenesuccinic acid 1-benzyl 4-methyl ester COC(CC(C(=O)OCC1=CC=CC=C1)=CC1=CC=CC=C1)=O